N-(2-chloro-4-fluorophenyl)-5-fluoro-4-(3-oxo-5,6-dihydro-3H-[1,2,4]triazolo[3,4-c][1,4]oxazin-2(8H)-yl)-2-{[(2S)-1,1,1-trifluoropropan-2-yl]oxy}benzamide ClC1=C(C=CC(=C1)F)NC(C1=C(C=C(C(=C1)F)N1N=C2COCCN2C1=O)O[C@H](C(F)(F)F)C)=O